5-((((4-(bicyclo[1.1.1]pentan-1-yl)phenoxy)(((S)-1-ethoxy-1-oxopropan-2-yl)amino)phosphoryl)oxy)methyl)-2-cyanotetrahydrofuran-3,4-diyl diacetate C(C)(=O)OC1C(OC(C1OC(C)=O)COP(=O)(N[C@H](C(=O)OCC)C)OC1=CC=C(C=C1)C12CC(C1)C2)C#N